N-[6-amino-5-fluoro-4-(1-hydroxy-1-methyl-ethyl)-3-pyridinyl]-6-(trifluoromethyl)pyridine-2-carboxamide NC1=C(C(=C(C=N1)NC(=O)C1=NC(=CC=C1)C(F)(F)F)C(C)(C)O)F